n-octyl-1-dodecylamine C(CCCCCCC)NCCCCCCCCCCCC